O1C(CC=CC1)CN 3,6-dihydro-2H-pyran-2-ylmethylamine